Cl.Cl.ClC=1C(=NC2=CC=C(C=C2C1)C=1N=C(OC1)CN)N1CCNCC1 [4-(3-chloro-2-piperazin-1-yl-6-quinolyl)oxazol-2-yl]methanamine dihydrochloride